N-(4-(dimethylamino)phenyl)-1H-imidazole-1-carboxamide CN(C1=CC=C(C=C1)NC(=O)N1C=NC=C1)C